3-(3-chlorophenyl)carboxy-7-hydroxymethyl-coumarin ClC=1C=C(C=CC1)C=1C(OC2=CC(=CC=C2C1C(=O)O)CO)=O